N-(3-trimethoxysilyl-propyl)-[1,3,5]triazine-2,4,6-triamine CO[Si](CCCNC1=NC(=NC(=N1)N)N)(OC)OC